FC=1C=C(C=C(C1F)F)CC=O 2-(3,4,5-trifluorophenyl)ethan-1-one